ClC=1C=C(C(=O)NC2=CC=C(C=C2)CC[C@H]2NCCC2)C=CC1Cl |r| (RS)-3,4-Dichloro-N-[4-(2-pyrrolidin-2-yl-ethyl)-phenyl]-benzamid